2-(((1R)-1-(2-(6-oxa-3-azabicyclo[3.1.1]heptan-3-yl)-3-cyano-7-methyl-4-oxo-4H-pyrido[1,2-a]pyrimidin-9-yl)ethyl)amino)benzoic acid C12CN(CC(O1)C2)C=2N=C1N(C(C2C#N)=O)C=C(C=C1[C@@H](C)NC1=C(C(=O)O)C=CC=C1)C